2-(4-aminophenyl)ethyl-acrylamide NC1=CC=C(C=C1)CCC(C(=O)N)=C